(R)-2-(2-amino-6-(3-hydroxypyrrolidin-1-yl)-9H-purin-9-yl)-N-(1-ethyl-3-methyl-1H-pyrazol-5-yl)acetamide NC1=NC(=C2N=CN(C2=N1)CC(=O)NC1=CC(=NN1CC)C)N1C[C@@H](CC1)O